FC1=C(C=C(C=C1)NC(=O)C=1N(C=C2C1OCC1C(NS2(=O)=O)CCN(C1)C(=O)C1(OCCC1)C)C)C N-(4-Fluoro-3-methylphenyl)-2-methyl-8-(2-methyltetrahydrofuran-2-carbonyl)-5,5a,6,7,8,9,9a,10-octahydro-2H-pyrido[4,3-f]pyrrolo[3,4-b][1,4,5]oxathiazocin-1-carboxamid-4,4-dioxid